C(C)NC(C1=CC(=C(C=C1)NCC#CC=1N(C2=CC=CC(=C2C1)NC1CCN(CC1)CC(COC)O)CC(F)(F)F)OC)=O N-ethyl-4-{[3-(4-{[1-(2-hydroxy-3-methoxypropyl)piperidin-4-yl]amino}-1-(2,2,2-trifluoroethyl)-1H-indol-2-yl)prop-2-yn-1-yl]amino}-3-methoxybenzamide